(S)-5-(2-(3-(2-ethoxypropan-2-yl)-1-(2-(6-methylpyridin-3-yl)propan-2-yl)pyrrolidin-3-yl)ethyl)-1H-pyrazolo[4,3-d]pyrimidine C(C)OC(C)(C)[C@@]1(CN(CC1)C(C)(C)C=1C=NC(=CC1)C)CCC=1N=CC2=C(N1)C=NN2